(1R,2R)-2-methoxycyclopropan-1-amine hydrochloride salt Cl.CO[C@H]1[C@@H](C1)N